(5S,8S)-N-((S)-2,3-dihydro-1H-inden-1-yl)-5-fluoro-8-hydroxy-5,6,7,8-tetrahydroquinoline-5-carboxamide [C@@H]1(CCC2=CC=CC=C12)NC(=O)[C@]1(C=2C=CC=NC2[C@H](CC1)O)F